C(N)(=O)C(C)N1C(N(C2=C(C1=O)C(=C(S2)C(=O)OCC)C)CCC2=CC=CC=C2)=O ethyl 3-(1-carbamoylethyl)-5-methyl-2,4-dioxo-1-(2-phenylethyl)-1H,2H,3H,4H-thieno[2,3-d]pyrimidine-6-carboxylate